ClC=1C=C(C=CC1OC1=C(N=CS1)C)N1N=CN(C1=O)CC1=C(C=CC=C1F)F 2-(3-chloro-4-((4-methylthiazol-5-yl)oxy)phenyl)-4-(2,6-difluorobenzyl)-2,4-dihydro-3H-1,2,4-triazol-3-one